3-bromo-8-((tert-butoxycarbonyl)(methyl)amino)-5,6-difluoro-9H-pyrido[2,3-b]indole 1-oxide BrC=1C=C2C(NC3=C(C=C(C(=C23)F)F)N(C)C(=O)OC(C)(C)C)=[N+](C1)[O-]